OC1=C(C(N(C=2CCC(CC12)(C)C)C)=O)C(=O)NC1=CC=CC=C1 4-Hydroxy-1,6,6-trimethyl-2-oxo-N-phenyl-7,8-dihydro-5H-quinoline-3-carboxamide